2-chloro-1-(3-chlorophenyl)ethan-1-one ammonium orthoperiodate salt I(=O)([O-])([O-])([O-])([O-])[O-].[NH4+].ClCC(=O)C1=CC(=CC=C1)Cl.[NH4+].[NH4+].[NH4+].[NH4+]